NC=1C2=C(C(NN1)=O)N(C=C2C2=CC=C(C=C2)CNC(C2=C(C=CC(=C2)F)OC)=O)[C@H]2CN(CC2)C(=O)OC methyl (R)-3-(4-amino-3-(4-((5-fluoro-2-methoxybenzamido)methyl)phenyl)-7-oxo-6,7-dihydro-1H-pyrrolo[2,3-d]pyridazin-1-yl)pyrrolidine-1-carboxylate